CC1=C(C=NC=2OCCNC21)C=2C1=C(N=C(N2)NC2=CC(=CC=C2)CN2CCOCC2)CNCC1 {8-methyl-1H,2H,3H-pyrido[2,3-b][1,4]oxazin-7-yl}-N-{3-[(morpholin-4-yl)methyl]phenyl}-5H,6H,7H,8H-pyrido[3,4-d]pyrimidin-2-amine